C[C@H]1CN(CCN1C)C1=C(C=C(C(=C1)OC)NC1=NC=NC(=C1)N1OCC[C@@H]1C1=CC(=CC=C1)C=1C=NC(=CC1)OC)NC(C=C)=O N-(2-((S)-3,4-dimethylpiperazin-1-yl)-4-methoxy-5-((6-((R)-3-(3-(6-methoxypyridin-3-yl)phenyl)isoxazolidin-2-yl)pyrimidin-4-yl)amino)-phenyl)acrylamide